(R)-N-methyl-1-(6-(3-methyl-1H-pyrrolo[2,3-b]pyridin-5-yl)isochroman-8-yl)-1-phenylmethylamine CN[C@H](C1=CC=CC=C1)C=1C=C(C=C2CCOCC12)C=1C=C2C(=NC1)NC=C2C